N1(N=NC2=C1C=CC=C2)C2=C(C=NC1=CC=C(C=C21)C(=O)OCC)S(=O)(=O)C2=CC=C(C=C2)OC ethyl 4-(1H-benzo[d][1,2,3]triazol-1-yl)-3-((4-methoxyphenyl)sulfonyl)quinoline-6-carboxylate